FC(C(=O)O)(F)F.FC(C1=CC(=CC2=CN(N=C12)C)NC(=O)N1CCC=2C1=NC=CC2N2CCNCC2)F N-(7-(difluoromethyl)-2-methyl-2H-indazol-5-yl)-4-(piperazin-1-yl)-2,3-dihydro-1H-pyrrolo[2,3-b]pyridine-1-carboxamide 2,2,2-trifluoroacetate